ClC=1C=C(NC1)C(=O)N[C@H](C(=O)N[C@H](C(=O)OC)C[C@H]1C(NC(C1)(C)C)=O)CC1CC1 (S)-methyl 2-((S)-2-(4-chloro-1H-pyrrole-2-carboxamido)-3-cyclopropylpropanamido)-3-((R)-5,5-dimethyl-2-oxopyrrolidin-3-yl)propanoate